The molecule is a dipeptide obtained by formal condensation of the side-chain carboxy group of L-glutamic acid with the amino group of L-phenylalanine. It has a role as a human urinary metabolite. It is a conjugate acid of a gamma-Glu-Phe(1-). C1=CC=C(C=C1)C[C@@H](C(=O)O)NC(=O)CC[C@@H](C(=O)O)N